S(=O)(=O)(O)O.FS(=O)(=O)N1C(=NC=C1)C 1-(fluorosulfonyl)-2-methyl-1H-imidazole hydrogensulfate